benzyl 3-((trimethylsilyl)oxy)azetidine-1-carboxylate C[Si](OC1CN(C1)C(=O)OCC1=CC=CC=C1)(C)C